O1C=NC=2C1=CC=CC2C#N 1,3-benzoxazole-4-carbonitrile